phenylthio-6-chloro-1,4-diacryloyloxynaphthalene C1(=CC=CC=C1)SC1=C(C2=CC=C(C=C2C(=C1)OC(C=C)=O)Cl)OC(C=C)=O